C1=NC=C(C2=CC=CC=C12)C1=C2CN(C(C2=CC=C1)=O)CC(C#N)=C 2-{[4-(isoquinolin-4-yl)-1-oxo-2,3-dihydro-1H-isoindol-2-yl]methyl}prop-2-enenitrile